NC1=C(C(=NN1C1CC(C1)(C)O)C1=CC(=C2C(=CC(=NC2=C1)C1=CC=CC=C1)OC)F)C#N 5-amino-3-(5-fluoro-4-methoxy-2-phenylquinolin-7-yl)-1-((1s,3s)-3-hydroxy-3-methylcyclobutyl)-1H-pyrazole-4-carbonitrile